C(C1=CC=CC=C1)N1N=C(C2=C1CN(C2)C(=O)OC(C)(C)C)C2=CC=C(C=C2)C(F)(F)F tert-butyl 1-benzyl-3-(4-(trifluoromethyl)phenyl)-4,6-dihydropyrrolo[3,4-c]pyrazole-5(1H)-carboxylate